COC1=C(C(=CC=C1)OC)[C@H]1NC(OC1)=O (R)-4-(2,6-dimethoxyphenyl)-2-oxazolidinone